N1N=CC(=C1)[C@H]1OCC[C@H](C1)C=1N=C(C=2N(C(C(=C(N2)C)C)=O)C1)C1=C(C=C(C=C1)Cl)F 7-((2S,4R)-2-(1H-pyrazol-4-yl)tetrahydro-2H-pyran-4-yl)-9-(4-chloro-2-fluorophenyl)-2,3-dimethyl-4H-pyrazino[1,2-a]pyrimidin-4-one